O[C@@H]1CN(CC1)C=1OC2=C(N1)C=CC(=C2)N2C=C(C(C=C2C2=CC=C(C=C2)N2CCCC2)=O)C(=O)O (S)-1-(2-(3-hydroxypyrrolidin-1-yl)benzo[d]oxazol-6-yl)-4-oxo-6-(4-(pyrrolidin-1-yl)phenyl)-1,4-dihydropyridine-3-carboxylic acid